(tridecyl)-4,4'-butylene-bis-(2-t-butyl-5-methylphenol) diphosphite OP(O)OP(O)O.C(CCCCCCCCCCCC)C(CCCC1=CC(=C(C=C1C)O)C(C)(C)C)C1=CC(=C(C=C1C)O)C(C)(C)C